1-(6-methoxy-5-(trifluoromethyl)pyridin-3-yl)ethanol COC1=C(C=C(C=N1)C(C)O)C(F)(F)F